ClC=1C=NN2C1C=CC(=C2)Br 3-chloro-6-bromo-pyrazolo[1,5-a]pyridine